hexadecadien-1-yl acetate C(C)(=O)OC=CC=CCCCCCCCCCCCC